1-[(4-fluorophenyl)methyl]-1H-pyrazol FC1=CC=C(C=C1)CN1N=CC=C1